C(C1=CC=CC=C1)OC(=O)C=1C=CNN1 Pyrazole-5(2H)-carboxylic acid benzyl ester